OC[C@H]1COCCCN1C(=O)OC(C)(C)C tert-butyl (S)-3-(hydroxymethyl)-1,4-oxazepane-4-carboxylate